BrCCCCCC(CCC)Br 1,6-dibromononane